8-(2-cyclopropylmethoxy-4-trifluoromethyl-phenoxy)-3-(6-trifluoromethyl-pyridazin-3-yl)-3-aza-bicyclo[3.2.1]Octane C1(CC1)COC1=C(OC2C3CN(CC2CC3)C=3N=NC(=CC3)C(F)(F)F)C=CC(=C1)C(F)(F)F